C1=CC(=CC=C1N)S(=O)(=O)N The molecule is a sulfonamide in which the sulfamoyl functional group is attached to aniline at the 4-position. It has a role as an EC 4.2.1.1 (carbonic anhydrase) inhibitor, an antibacterial agent and a drug allergen. It is a substituted aniline, a sulfonamide antibiotic and a sulfonamide.